C(C)(=O)N1CCC(CC1)N1N=CC(=C1C(=O)NC1=NC=C(C=C1C)C1=CC=C(C=C1)OC(F)(F)F)Cl 1-(1-acetylpiperidin-4-yl)-4-chloro-N-(3-methyl-5-(4-(trifluoromethoxy)phenyl)pyridin-2-yl)-1H-pyrazole-5-carboxamide